2-((5-((5,5-dioxido-11-oxo-10,11-dihydrodibenzo[b,f][1,4]thiazepine-8-carboxamido)methyl)thiazol-2-yl)thio)acetic acid O=S1(C2=C(NC(C3=C1C=CC=C3)=O)C=C(C=C2)C(=O)NCC2=CN=C(S2)SCC(=O)O)=O